N-(2-(2-((2-(2,6-dioxopiperidin-3-yl)-1,3-dioxoisoindolin-4-yl)amino)ethoxy)ethyl)-2-(2-methoxy-5-(6-oxo-2-phenyl-6,7-dihydro-5H-benzo[b]pyrido[2,3-d]azepin-4-yl)phenoxy)acetamide O=C1NC(CCC1N1C(C2=CC=CC(=C2C1=O)NCCOCCNC(COC1=C(C=CC(=C1)C1=CC(=NC=2C3=C(NC(CC21)=O)C=CC=C3)C3=CC=CC=C3)OC)=O)=O)=O